C(CCCCCCCCC(=O)O)C(=O)O 1,9-nonanedicarboxylic acid